S1C=NC2=C1C=C(C=C2)\C=C\2/N=C(NC2=O)NC21CC3(CC(CC(C2)C3)C1)NS(=O)(=O)C1CC1 N-[3-[[(4Z)-4-(1,3-benzothiazol-6-ylmethylene)-5-oxo-1H-imidazol-2-yl]amino]-1-adamantyl]cyclopropanesulfonamide